OCN1N=CNC1=O (hydroxymethyl)-2,4-dihydro-3H-1,2,4-triazol-3-one